10-hydroxy-cis-12-octadecenoic acid propyl ester C(CC)OC(CCCCCCCCC(C\C=C/CCCCC)O)=O